C1(CCCCC1)C=1C=CC(=NC1)CN(C(=O)[C@@H]1N(CC1)C(=O)OC(C)(C)C)C1=CC=C2C(N(C=NC2=C1)C)=O tert-Butyl (R)-2-(((5-cyclohexylpyridin-2-yl)methyl)(3-methyl-4-oxo-3,4-dihydroquinazolin-7-yl)carbamoyl)azetidine-1-carboxylate